methyl 4-(7-bromo-3-cyano-9,10-dihydro-4H-benzo[d]pyrazolo[1,5-a][1,3]diazepin-2-yl)-2-methylbenzoate BrC1=CC2=C(NC=3N(CC2)N=C(C3C#N)C3=CC(=C(C(=O)OC)C=C3)C)C=C1